tert-Butyl-(5-(difluoromethyl)-2-((3-(5-isopropoxypyridin-2-yl)-1,2,4-thiadiazol-5-yl)amino)pyridin-3-yl)(methyl)carbamate C(C)(C)(C)OC(N(C)C=1C(=NC=C(C1)C(F)F)NC1=NC(=NS1)C1=NC=C(C=C1)OC(C)C)=O